FC=1C(=NC=CC1)COC1=C(C#N)C=CN=C1 3-((3-fluoropyridin-2-yl)methoxy)isonicotinonitrile